Methioninylmethionin N[C@@H](CCSC)C(=O)N[C@@H](CCSC)C(=O)O